(R)-2-(2-((((1R,4R)-4-((8-Chloro-7-methylchinolin-2-yl)amino)cyclohexyl)methyl)amino)pyrimidin-5-yl)-2-hydroxy-N-(oxetan-3-yl)acetamid ClC=1C(=CC=C2C=CC(=NC12)NC1CCC(CC1)CNC1=NC=C(C=N1)[C@H](C(=O)NC1COC1)O)C